CC1=NN(C=2NC(C[C@@H](C21)C2=CC=CC=C2)=O)C2=CC=CC=C2 (R)-3-methyl-1,4-diphenyl-1,4,5,7-tetrahydro-6H-pyrazolo[3,4-b]pyridin-6-one